C(C)(C)(C)OC(=O)N1C2=C(OC[C@@H]1C)N=C(C(=C2)CC2=C(C=C(C=C2)F)F)C(=O)O (S)-1-(tert-butoxycarbonyl)-7-(2,4-difluorobenzyl)-2-methyl-2,3-dihydro-1H-pyrido[2,3-b][1,4]oxazine-6-carboxylic acid